N-phenyl-quinoline-8-carboxamide C1(=CC=CC=C1)NC(=O)C=1C=CC=C2C=CC=NC12